7-oxa-4-azaspiro[2.5]octane-4-carboxamide C1CC12N(CCOC2)C(=O)N